2-[3-[[1-(2-fluoroethyl)-4-[[4-(trifluoromethyl)phenyl]methyl]pyrrolo[2,3-b]pyridine-3-carbonyl]amino]-1-bicyclo[1.1.1]pentyl]acetic acid methyl ester COC(CC12CC(C1)(C2)NC(=O)C2=CN(C1=NC=CC(=C12)CC1=CC=C(C=C1)C(F)(F)F)CCF)=O